3-methoxy-N,N-di(2-hydroxyethyl)aniline tert-butyl-1-ethynyl-5-azaspiro[2.5]octane-5-carboxylate C(C)(C)(C)OC(=O)N1CC2(CC2C#C)CCC1.COC=1C=C(N(CCO)CCO)C=CC1